2-(6,7-dimethyl-1,2,3,4-tetrahydronaphthalen-1-yl)acetonitrile CC=1C=C2CCCC(C2=CC1C)CC#N